butyl (4-((2-(4-(2,6-dioxopiperidin-3-yl)-2-fluorophenyl)-2,7-diazaspiro[3.5]nonan-7-yl)methyl)piperidin-1-yl)carbamate O=C1NC(CCC1C1=CC(=C(C=C1)N1CC2(C1)CCN(CC2)CC2CCN(CC2)NC(OCCCC)=O)F)=O